(E)-1-(2,4-Difluorophenyl)-3-(3-hydroxyphenyl)prop-2-en-1-one FC1=C(C=CC(=C1)F)C(\C=C\C1=CC(=CC=C1)O)=O